(3R)-3-({7-cyclopropyl-2-[1-(prop-2-yl)-1H-pyrazol-4-yl][1,2,4]triazolo[1,5-c]quinazolin-5-yl}amino)azepin-2-one C1(CC1)C1=CC=CC=2C=3N(C(=NC12)NC=1C(N=CC=CC1)=O)N=C(N3)C=3C=NN(C3)C(C)C